6'-bromo-2'-(3,4-dichlorobenzyl)-1'-oxo-1',4'-dihydro-2'H-spiro[cyclopentane-1,3'-isoquinoline]-4'-carboxylic acid BrC=1C=C2C(C3(N(C(C2=CC1)=O)CC1=CC(=C(C=C1)Cl)Cl)CCCC3)C(=O)O